C1(=CC=CC=C1)C1=C2C=C3C(=C4C=5C=CC(=CC5C(C=C1)=C42)N(C4=CC=C(C=C4)C)C4=CC=C(C=C4)C)C=4C(=CC=C2C=C(C=C3C42)N(C4=CC=C(C=C4)C)C4=CC=C(C=C4)C)C4=CC=CC=C4 7,14-diphenyl-N,N,N',N'-tetrakis(4-methylphenyl)acenaphtho[1,2-a]fluoranthen-3,10-diamine